C(C=C)(=O)OC1=CC=C(C=C1)C=O 4-formylphenyl acrylate